BrC=1C=C(C=C(C1)Cl)[C@@H]1NC[C@H](NC1)C trans-2-(3-bromo-5-chlorophenyl)-5-methylpiperazine